5-[1-(2-Fluoro-6-methyl-phenyl)-azepan-4-yl]-2-methyl-2,4,5,7-tetrahydro-pyrazolo[3,4-d]pyrimidin-6-one FC1=C(C(=CC=C1)C)N1CCC(CCC1)N1C(NC=2C(C1)=CN(N2)C)=O